FC(CCNCCCCC1=CC=C2CCC=NC2=N1)F 7-(4-((3,3-difluoropropyl)amino)butyl)-3,4-dihydro-1,8-naphthyridine